C(C)S(=O)(=O)C=1C=C2C(=CNC2=CC1)CCNC(C)=O N-[2-(5-Ethylsulfonyl-1H-indol-3-yl)ethyl]acetamide